((1R,3R)-3-amino-2,2,4,4-tetramethylcyclobutoxy)-2-methoxybenzonitrile NC1C(C(C1(C)C)OC=1C(=C(C#N)C=CC1)OC)(C)C